BrC1=C(C=NN(C1=O)C)N[C@@H]1C[C@@H](CN(C1)C)C1=CC=C(C=C1)CN1CCN(CC1)C1=CC=C(C=C1)C1C(NC(CC1)=O)=O 3-[4-[4-[[4-[(3R,5R)-5-[(5-bromo-1-methyl-6-oxo-pyridazin-4-yl)amino]-1-methyl-3-piperidyl]phenyl]methyl]piperazin-1-yl]phenyl]piperidine-2,6-dione